tert-butyl(diphenyl)(2,3,5,6-tetrabromo-4-{[tert-butyl(diphenyl)silyl]oxy}phenoxy)silane C(C)(C)(C)[Si](OC1=C(C(=C(C(=C1Br)Br)O[Si](C1=CC=CC=C1)(C1=CC=CC=C1)C(C)(C)C)Br)Br)(C1=CC=CC=C1)C1=CC=CC=C1